2-ethyl-5-methoxy-1-methyl-1H-pyrrolo[2,3-c]pyridine-3-carbaldehyde C(C)C1=C(C=2C(=CN=C(C2)OC)N1C)C=O